(2R)-4-oxo-N-(3-{4-[(1s,3S)-3-(trifluoromethoxy)cyclobutyl]-1H-1,2,3-triazol-1-yl}bicyclo[1.1.1]pentan-1-yl)-6-(trifluoromethyl)-3,4-dihydro-2H-1-benzopyran-2-carboxamide O=C1C[C@@H](OC2=C1C=C(C=C2)C(F)(F)F)C(=O)NC21CC(C2)(C1)N1N=NC(=C1)C1CC(C1)OC(F)(F)F